(3S,4S)-3-ethyl-4-(3H-imidazo[1,2-a]pyrrolo[2,3-e]pyrazin-8-yl)-N-(2,2,2-trifluoroethyl)pyrrolidine-1-carboxamide C(C)[C@@H]1CN(C[C@H]1C1=CN=C2N1C1=C(N=C2)NC=C1)C(=O)NCC(F)(F)F